O[C@@H](C)C=1OC(=C(N1)C)C=O (2-((S)-1-hydroxyethyl)-4-methyloxazol-5-yl)methanone